1,2-Epoxycyclododecane C12C(CCCCCCCCCC1)O2